dimethylaminopropyl-aminopropylamine CN(C)CCCNCCCN